C[Si](C)(C)CC1(C=CC=C1)[Hf+2]C1(C=CC=C1)C[Si](C)(C)C Bis-(trimethylsilylmethyl-cyclopentadienyl)hafnium (IV)